C(C(=C)C)(=O)OCC(COC1=CC=CC2=CC=CC=C12)O 2-hydroxy-3-(1-naphthoxy)propyl methacrylate